3-(4-((4-aminobutyl)(but-2-yn-1-yl)amino)-1-oxoisoindolin-2-yl)piperidine-2,6-dione NCCCCN(C1=C2CN(C(C2=CC=C1)=O)C1C(NC(CC1)=O)=O)CC#CC